BrC=1C(=C(OC=2C=CC=NC2)C=CC1)I 5-(3-bromo-2-iodophenoxy)pyridine